C1(CC1)C(C=1C=C(C(=O)NC(C)C2=NC=CN=C2C2=NC=C(C=N2)C)C=C(C1)C(F)(F)F)(F)F 3-[cyclopropyl-(difluoro)methyl]-N-[1-[3-(5-methylpyrimidin-2-yl)pyrazin-2-yl]ethyl]-5-(trifluoromethyl)benzamide